NC1=C(C=C(C2=CC=CC=C12)S(=O)(=O)O)N=NC=1C=NC(=CC1)C=1C=C(C=CC1)C1=CC=CC=C1 4-amino-3-(6-biphenyl-3-ylpyridine-3-ylazo)naphthalene-1-sulfonic acid